1-(4-chloro-2-methoxyphenyl)propan-2-one ClC1=CC(=C(C=C1)CC(C)=O)OC